(R)-1-(2-chloropyridin-3-yl)ethyl (1-methyl-4-(5-(3-oxocyclobutane-1-carboxamido)pyridin-2-yl)-1H-1,2,3-triazol-5-yl)carbamate CN1N=NC(=C1NC(O[C@H](C)C=1C(=NC=CC1)Cl)=O)C1=NC=C(C=C1)NC(=O)C1CC(C1)=O